Tris-ammonium sulfate S(=O)(=O)([O-])[O-].[NH4+].[NH4+].[NH4+]